N-(3,3-difluorocyclobutyl)-5-(2-(3,3,3-trifluoropropyl)-7H-pyrrolo[2,3-d]pyrimidin-5-yl)pyrazolo[1,5-a]pyridine-3-carboxamide FC1(CC(C1)NC(=O)C=1C=NN2C1C=C(C=C2)C2=CNC=1N=C(N=CC12)CCC(F)(F)F)F